C(#N)N=C(NCCCCCN1CCN(CC1)C(C1=CC=CC=C1)=O)NC1=C(C=NC=C1F)F 2-cyano-1-(5-((1-benzoyl)piperazine-4-yl)pentyl)-3-(3,5-difluoro-4-pyridinyl)guanidine